ClC1=CNC2=C(C=CC(=C12)I)NS(=O)(=O)C1=CC(=CC=C1)C#N N-(3-chloro-4-iodo-1H-indol-7-yl)-3-cyanobenzenesulfonamide